C12CNCC(CC1)N2C2=CC=C1C(=N2)CN(C1)C(CC1(CCCC1)C)=O 1-(2-(3,8-diazabicyclo[3.2.1]oct-8-yl)-5,7-dihydro-6H-pyrrolo[3,4-b]pyridin-6-yl)-2-(1-methylcyclopentyl)ethan-1-one